CCCCC[C@@H](/C=C/C1=C(C(=O)CC1)C/C=C\\CCCC(=O)O)O The molecule is a prostaglandins B. It has a role as a human metabolite. It is a conjugate acid of a prostaglandin B2(1-).